O.P(=O)([O-])([O-])O.[Na+].[Na+] disodium monophosphate hydrate